(dimethylamino)-3,6-dimethyl-chromen-4-one CN(C)C=1OC2=CC=C(C=C2C(C1C)=O)C